eicosane-2,14-diol CC(CCCCCCCCCCCC(CCCCCC)O)O